ClC=1N=C2C=CC=NC2=C(C1)CN1CCCC1 E-6-chloro-8-(pyrrolidin-1-ylmethyl)-1,5-naphthyridine